C(C)(=O)C=1C(=C(C(=CC1)O)C1=C(OC2=C(C=CC=C2C1=O)O)C)OC 3-(3-acetyl-6-hydroxy-2-methoxyphenyl)-8-hydroxy-2-methyl-4H-chromen-4-one